1-{6-[(4-Fluorophenyl)methyl]-3,3-dimethyl-1H,2H,3H-pyrrolo[3,2-b]pyridin-1-yl}-2-[(2R,5R)-2-{[(3R)-3-fluoropyrrolidin-1-yl]methyl}-5-methylpiperazin-1-yl]ethan-1-one dihydrochloride Cl.Cl.FC1=CC=C(C=C1)CC=1C=C2C(=NC1)C(CN2C(CN2[C@H](CN[C@@H](C2)C)CN2C[C@@H](CC2)F)=O)(C)C